Tert-butyl 4-(2-chloro-4-((3-(3-fluoro-4-methoxyphenyl)imidazo[1,2-a]pyrazin-8-yl)amino)benzoyl)piperazine-1-carboxylate ClC1=C(C(=O)N2CCN(CC2)C(=O)OC(C)(C)C)C=CC(=C1)NC=1C=2N(C=CN1)C(=CN2)C2=CC(=C(C=C2)OC)F